CN(C1=NC=CC(=C1)C=O)C 2-(dimethylamino)-4-pyridinecarboxaldehyde